FCC1CN(C1)CCOC1=CC=C(C=C1)[C@H]1OC=2C=C(C=CC2C=2C=NC=3C=C(C=CC3C21)O)C(F)(F)F (5R)-5-[4-[2-[3-(Fluoromethyl)azetidin-1-yl]ethoxy]phenyl]-8-(trifluoromethyl)-5H-chromeno[4,3-c]quinolin-2-ol